FC=1C=C(C=NC1OC)C1=CC(=NC(=C1F)C)C=1OC(=NN1)C1=NC=C(C=C1)F 2-(5,5'-difluoro-6-methoxy-6'-methyl-[3,4'-bipyridin]-2'-yl)-5-(5-fluoropyridin-2-yl)-1,3,4-oxadiazole